Tris(3-diethylaminopropyl)ethyl-tin C(C)N(CCC[Sn](CC)(CCCN(CC)CC)CCCN(CC)CC)CC